CC(C(COC)C)(OC)CC methyl-ethyl-2-methyl-1,3-dimethoxypropane